C1(CCC1)B(O)O CYCLOBUTYLBORONIC ACID